tert-butyl (5R,7R)-3,3,7-trimethyl-2-oxa-8-azaspiro[4.5]decane-8-carboxylate CC1(OC[C@@]2(C1)C[C@H](N(CC2)C(=O)OC(C)(C)C)C)C